tert-Butyl N-[3-methyl-5-[[2-[(2S,5R)-5-methyl-2-(5-methyl-2-pyridyl)-1-piperidyl]-2-oxo-acetyl]amino]-2-pyridyl]carbamate CC=1C(=NC=C(C1)NC(C(=O)N1[C@@H](CC[C@H](C1)C)C1=NC=C(C=C1)C)=O)NC(OC(C)(C)C)=O